C(C=C)S(=O)(=O)F Allyl-sulfonyl fluoride